COCC=1SC=CN1 2-(methoxymethyl)thiazole